C12(CC3CC(CC(C1)C3)C2)NCCN2CCN(CC2)CC#CC2=C3C(N(C(=NC3=CC=C2)C)C2C(NC(CC2)=O)=O)=O 3-(5-(3-(4-(2-(((3s,5s,7s)-adamantan-1-yl)amino)ethyl)piperazin-1-yl)prop-1-yn-1-yl)-2-methyl-4-oxoquinazolin-3(4H)-yl)piperidine-2,6-dione